C(C(=C)C)(=O)OCCCOC1=CC=C(C=C1)S(=O)(=O)[N-]C(CCCCl)=O ((4-(3-(methacryloyloxy)propoxy)phenyl)sulfonyl)(4-chlorobutyryl)amide